P(O)(O)O.C[SiH](C)C.C[SiH](C)C.C[SiH](C)C tri(trimethyl-silane) phosphite